6-Chloro-8-(4-methoxy-phenyl)-1-methyl-9H-pyrido[3,4-b]indole ClC=1C=C2C3=C(NC2=C(C1)C1=CC=C(C=C1)OC)C(=NC=C3)C